C(#N)C1=CC=C2C=3C(C4=C(C(C3NC2=C1)(C)C)C=C(C(=C4)CC)N4CCC(CC4)CC4CCN(CC4)C(=O)OC(C)(C)C)=O tert-butyl 4-[(1-{3-cyano-9-ethyl-6,6-dimethyl-11-oxo-5H,6H,11H-benzo[b]carbazol-8-yl}piperidin-4-yl)methyl]piperidine-1-carboxylate